phenyl (6-(3-methylpyrrolidin-1-yl)pyridin-3-yl)carbamate CC1CN(CC1)C1=CC=C(C=N1)NC(OC1=CC=CC=C1)=O